3-(3-(methylsulfonyl)phenyl)cyclobutanol 1-hydroxy-2,2,6,6-tetramethylpiperidin-4-yl-4-tert-butylbenzoate OC=1C(=C(C(=O)OC2CC(C2)C2=CC(=CC=C2)S(=O)(=O)C)C=CC1C(C)(C)C)C1CC(NC(C1)(C)C)(C)C